OC(CC)S(=O)(=O)O.C(C=C)OCC=C allylether hydroxypropanesulphonate